7-(pyridazin-4-ylamino)-3,4-dihydroisoquinolin-1(2H)-one N1=NC=C(C=C1)NC1=CC=C2CCNC(C2=C1)=O